CC(CC(=O)OOCCCCCCC(C)C)C isononyl 3-methylbutyryl peroxide